(3S,4R)-4-((5-chloro-4-(3-(piperidin-3-yl)-1,2,4-thiadiazol-5-yl)pyridin-2-yl)amino)tetrahydro-2H-pyran-3-ol ClC=1C(=CC(=NC1)N[C@H]1[C@@H](COCC1)O)C1=NC(=NS1)C1CNCCC1